(S)-2-hydroxy-2-methyl-4-(2,4,5-trimethyl-3,6-dioxocyclohex-1,4-dienyl)butanamide O[C@](C(=O)N)(CCC1=C(C(C(=C(C1=O)C)C)=O)C)C